COC1=CC=C(C(C2=CC=C(C=C2)OC)(C2=CC=CC=C2)OC[C@@H]2[C@H]([C@H]([C@@H](O2)N2C=NC=3C(NC(C4=CC=CC=C4)=O)=NC=NC23)OCCOC)O)C=C1 5'-O-(4,4'-Dimethoxytrityl)-N6-benzoyl-2'-O-methoxyethyl-adenosine